((2S,5R)-5-amino-2-methylpiperidin-1-yl)(2-(6-(cyclopropylmethyl)-6H-furo[2,3-b]pyrrol-5-yl)-7-methoxy-1-methyl-1H-benzo[d]imidazol-5-yl)methanone N[C@@H]1CC[C@@H](N(C1)C(=O)C1=CC2=C(N(C(=N2)C2=CC3=C(N2CC2CC2)OC=C3)C)C(=C1)OC)C